C(#N)C1=CC(=C(COC2=CC=CC(=N2)N2CCC(CC2)CC2=NC3=C(N2C[C@H]2OCC2)C=C(C=C3)C(=O)OC)C=C1)F (S)-methyl 2-((1-(6-((4-cyano-2-fluorobenzyl)oxy)pyridin-2-yl)piperidin-4-yl)methyl)-1-(oxetan-2-ylmethyl)-1H-benzo[d]imidazole-6-carboxylate